2-(2-Chlorophenyl)-N-{4-[1-(difluoromethyl)-5-(trifluoromethyl)-1H-pyrazol-4-yl]-3-sulfamoylphenyl}acetamide ClC1=C(C=CC=C1)CC(=O)NC1=CC(=C(C=C1)C=1C=NN(C1C(F)(F)F)C(F)F)S(N)(=O)=O